8-ethylamino-8-phenyl-1,3-diaza-spiro[4.5]decane-2,4-dione C(C)NC1(CCC2(C(NC(N2)=O)=O)CC1)C1=CC=CC=C1